1-(difluoromethyl)-4,6-difluoro-2-methyl-5-[2-(trimethylsilyl)ethynyl]-1,3-benzodiazole FC(N1C(=NC2=C1C=C(C(=C2F)C#C[Si](C)(C)C)F)C)F